FC1=C(C=C(C=C1)N1C2=C(C=3C(=CC=CC13)O)C1(OCC2(C)C)CC(C1)(C(=O)O)C)C (1R,3R)-5'-(4-fluoro-3-methylphenyl)-9'-hydroxy-3,4',4'-trimethyl-4',5'-dihydro-3'H-spiro[cyclobutane-1,1'-pyrano[4,3-b]indole]-3-carboxylic acid